1,4-bis(methylamino)anthraquinone CNC1=CC=C(C=2C(C3=CC=CC=C3C(C12)=O)=O)NC